N,N-di-tertiarybutyl-fumaric acid amide C(C)(C)(C)N(C(\C=C\C(=O)O)=O)C(C)(C)C